[Pd].CN1C(C(C2=CC=CC=C12)NC1=CC=C(C=C1)C)=O 1-methyl-3-(p-toluylamino)indol-2-one palladium